5-(cyanomethyl)-3-formyl-5,7-dihydro-6H-pyrrolo[3,4-B]pyridine-6-carboxylic acid tert-butyl ester C(C)(C)(C)OC(=O)N1CC2=NC=C(C=C2C1CC#N)C=O